ClC=1C=C(C(=O)NC2=NC=CC=3N=CN(C(C32)=O)CC3=C(C=CC=C3)OC(F)(F)F)C=C(C1O)Cl 3,5-dichloro-4-hydroxy-N-(4-oxo-3-(2-(trifluoromethoxy)benzyl)-3,4-dihydropyrido[4,3-d]pyrimidin-5-yl)benzamide